CC(C(=O)C1=CC=C(C=C1)C)CC1=CC=CC=C1 2-methyl-3-phenyl-1-(p-tolyl)propan-1-one